C(C)(C)C=1C(=NNC1C=1C=C(C=2N(C1)N=CN2)OC)C=2SC(=C(N2)C)N2CC1(C2)CN(C1)CCOC 2-(4-isopropyl-5-(8-methoxy-[1,2,4]triazolo[1,5-a]pyridin-6-yl)-1H-pyrazol-3-yl)-5-(6-(2-methoxyethyl)-2,6-diazaspiro[3.3]heptan-2-yl)-4-methylthiazole